L-carnitine HCL Cl.O[C@@H](C[N+](C)(C)C)CC([O-])=O